9,10-di(dodecyloxy)-1,2,3,4-tetrahydroanthracene C(CCCCCCCCCCC)OC=1C2=CC=CC=C2C(=C2CCCCC12)OCCCCCCCCCCCC